BrC=1C=C2C(=NC1)N(C=C2CC(C)C)CCNC(OC(C)(C)C)=O tert-butyl (2-(5-bromo-3-isobutyl-1H-pyrrolo[2,3-b]pyridin-1-yl)ethyl)carbamate